1-(2-(4-(4-(3,5-difluorophenyl)-7H-pyrrolo[2,3-d]pyrimidin-6-yl)phenethyl)-2,7-diazaspiro[3.5]non-7-yl)prop-2-en-1-one FC=1C=C(C=C(C1)F)C=1C2=C(N=CN1)NC(=C2)C2=CC=C(CCN1CC3(C1)CCN(CC3)C(C=C)=O)C=C2